C(C1=CC=CC=C1)N1CC=2C(N(C=3N=CC=CC3C2CC1)CC1=CC=CC=C1)=O 3,6-dibenzyl-2,3,4,6-tetrahydropyrido[3,4-c][1,8]naphthyridine-5(1H)-one